lithium naphthalate C1(=CC=CC2=CC=CC=C12)C(=O)[O-].[Li+]